phenylcyclononene C1(=CC=CC=C1)C1=CCCCCCCC1